tert-butyl (S,E)-4-(cyclopropylmethyl)-2-((3-(7-(dimethylamino)-2-((methoxycarbonyl)amino)-7-oxohept-5-enamido)-2-oxopyridin-1(2H)-yl)methyl)-1H-benzo[d]imidazole-1-carboxylate C1(CC1)CC1=CC=CC=2N(C(=NC21)CN2C(C(=CC=C2)NC([C@H](CC\C=C\C(=O)N(C)C)NC(=O)OC)=O)=O)C(=O)OC(C)(C)C